(R)-(2-(benzofuran-3-yl)-1-(2-(dimethylamino)-2-oxoacetylamino)ethyl)boronic acid O1C=C(C2=C1C=CC=C2)C[C@H](NC(C(=O)N(C)C)=O)B(O)O